sodium benzyloxycarbonyl-(2-benzyloxycarbonyl-3-bromopyrrol-1-yl)sulfonyl-amino(azanide) C(C1=CC=CC=C1)OC(=O)N([NH-])S(=O)(=O)N1C(=C(C=C1)Br)C(=O)OCC1=CC=CC=C1.[Na+]